7-chloro-5-(6-(morpholine-4-carbonyl)pyridazin-3-yl)benzofuran methyl-(R)-3-[4-(ethylsulfonimidoyl)anilino]-5-(methylamino)-6-(3-methylimidazo[4,5-c]pyridin-7-yl)pyrazine-2-carboxylate COC(=O)C1=NC(=C(N=C1NC1=CC=C(C=C1)[S@@](=O)(=N)CC)NC)C=1C2=C(C=NC1)N(C=N2)C.ClC2=CC(=CC=1C=COC12)C=1N=NC(=CC1)C(=O)N1CCOCC1